ClC1=CC=C2C(C(=C(N(C2=C1)C(C)C)CN1[C@H](COC[C@@H]1C)C)C)=O 7-chloro-2-(((3S,5S)-3,5-dimethylmorpholino)methyl)-1-isopropyl-3-methylquinolin-4(1H)-one